6-Benzyloxy-17-nitro-6,15-bis(trifluoromethyl)-19-oxa-3,4,13,18-tetrazatricyclo[12.3.1.12,5]nonadeca-1(17),2,4,9,14(18),15-hexaen-12-one C(C1=CC=CC=C1)OC1(C2=NN=C(C3=C(C=C(C(NC(CC=CCC1)=O)=N3)C(F)(F)F)[N+](=O)[O-])O2)C(F)(F)F